CSC=1SC2=NC(=CC=C2N1)OC1=CC=CC=C1 2-(methylthio)-5-phenoxythiazolo[5,4-b]pyridine